EthyleneDiamineTetra-Acetic acid C(CN(CC(=O)O)CC(=O)O)N(CC(=O)O)CC(=O)O